2-chloro-N-({2-[(furan-3-ylmethyl)amino]phenyl}methyl)-9-isopropylpurin-6-amine ClC1=NC(=C2N=CN(C2=N1)C(C)C)NCC1=C(C=CC=C1)NCC1=COC=C1